C1(=CC=CC=C1)[C@@H]1[C@H](C1)NC(=O)[C@@H]1CN(C[C@H]1C(N[C@@H]1[C@H](C1)C1=CC=CC=C1)=O)C(=O)C1=CC=C(C(=O)NC[C@@H](C(=O)NCCCCCC)NC(OCCCCCCC)=O)C=C1 heptyl ((S)-3-(4-((3S,4S)-3,4-bis(((1S,2R)-2-phenylcyclopropyl) carbamoyl)pyrrolidine-1-carbonyl)benzamido)-1-(hexylamino)-1-oxopropan-2-yl)carbamate